C(N)(=O)C1=CC=C(C(=C1C1=C(C(=CC2=C1C[C@](O2)(C2=CC=CC=C2)C2N(CC(C2)(C)O)C(=O)OC(C)(C)C)F)Cl)F)OC[C@H](C)O tert-butyl 2-((2S,4R)-4-(6-carbamoyl-2-fluoro-3-((S)-2-hydroxypropoxy)phenyl)-5-chloro-6-fluoro-2-phenyl-2,3-dihydrobenzofuran-2-yl)-4-hydroxy-4-methylpyrrolidine-1-carboxylate